C(C)OC(=O)C1=C(N=C(S1)NC1=NC(=CC(=N1)N1CC(CCC1)C(=O)N)NCC1=CC(=C(C(=C1)OC)OC)OC)C 2-[[4-[3-(aminocarbonyl)-1-piperidinyl]-6-[[(3,4,5-trimethoxyphenyl)methyl]amino]-2-pyrimidinyl]amino]-4-methyl-5-thiazolecarboxylic acid ethyl ester